NCCOCCOCCCCCCCCCC(=O)N[C@H](C(=O)N1[C@@H](C[C@H](C1)O)C(=O)NCC1=CC=C(C=C1)C1=C(N=CS1)C)C(C)(C)C (2S,4R)-1-[(2S)-2-{10-[2-(2-aminoethoxy)ethoxy]decanamido}-3,3-dimethylbutanoyl]-4-hydroxy-N-{[4-(4-methyl-1,3-thiazol-5-yl)phenyl]methyl}pyrrolidine-2-carboxamide